1-(4-((2S,5R)-5-(5-amino-8-chloro-9-fluoro-[1,2,4]triazolo[1,5-c]quinazolin-2-yl)-2-methylpiperidin-1-yl)-1H-pyrazol-1-yl)-2-methylpropan-2-ol NC1=NC=2C=C(C(=CC2C=2N1N=C(N2)[C@@H]2CC[C@@H](N(C2)C=2C=NN(C2)CC(C)(O)C)C)F)Cl